N1=C2N(N=C1NC(OC(C)(C)C)=O)CCC2 tert-butyl N-(6,7-dihydro-5H-pyrrolo[1,2-b][1,2,4]triazol-2-yl)carbamate